BrC1=CC=C(C(=C1)C1=CC=CC=C1)C#N 5-bromo-[1,1'-biphenyl]-2-carbonitrile